FC=1C(=C(C=C(C1)C(F)(F)F)CC(=O)OC(C)(C)C)OC tert-butyl 2-(3-fluoro-2-methoxy-5-(trifluoromethyl)phenyl)acetate